7,7-difluoro-6,7,8,9-tetrahydropyrazino[1,2-a]Indole-1(2H)-one FC1(CCC=2C=C3N(C2C1)C=CNC3=O)F